6-benzoylquinolin-8-amine C(C1=CC=CC=C1)(=O)C=1C=C2C=CC=NC2=C(C1)N